4-((2-methoxy-3-(1-methyl-1H-1,2,4-triazol-3-yl)phenyl)amino)-2-methyl-6-((4-methylpyridin-2-yl)amino)-1,2-dihydro-3H-pyrazolo[3,4-b]pyridin-3-one COC1=C(C=CC=C1C1=NN(C=N1)C)NC1=C2C(=NC(=C1)NC1=NC=CC(=C1)C)NN(C2=O)C